(6aR,10aR)-6,6,9-trimethyl-3-propyl-6a,7,8,10a-tetrahydrobenzo[c]chromen CC1(OC2=CC(=CC=C2[C@H]2[C@H]1CCC(=C2)C)CCC)C